ethyl 2-(2-oxo-3-(p-tolyl)quinoxalin-1(2H)-yl)acetate O=C1N(C2=CC=CC=C2N=C1C1=CC=C(C=C1)C)CC(=O)OCC